β-iodoethanol ICCO